CC1=CC=C(C=C1)S(=O)(=O)O[C@H]1[C@H](O)[C@@H](O)[C@H](O)[C@H](O1)CO dl-O-p-toluenesulfonyl-β-D-glucopyranose